BrCC(CC=1C=C(C=CC1)CCC(=O)OC)=O methyl 3-(3-(3-bromo-2-oxopropyl)phenyl)propanoate